4-[4-(4,4,5,5-Tetramethyl-[1,3,2]dioxaborolan-2-yl)-phenyl]-3,6-dihydro-2H-pyridine-1-carboxylic acid tert-butyl ester C(C)(C)(C)OC(=O)N1CCC(=CC1)C1=CC=C(C=C1)B1OC(C(O1)(C)C)(C)C